2-[(2E)-2-(aminomethyl)-3-fluoroprop-2-en-1-yl]-4-({5-[3-(1H-pyrazol-3-yl)phenyl]thiophen-2-yl}methyl)-2,4-dihydro-3H-1,2,4-triazol-3-one NC/C(/CN1N=CN(C1=O)CC=1SC(=CC1)C1=CC(=CC=C1)C1=NNC=C1)=C\F